N1(CCC1)CC1=CC(=C(C(=C1)F)N1C=NC(=C1)C1=NC(=NC=C1C(F)(F)F)NC1CCN(CC1)S(=O)(=O)C)Cl 4-(1-(4-(Azetidin-1-ylmethyl)-2-chloro-6-fluorophenyl)-1H-imidazol-4-yl)-N-(1-(methylsulfonyl)piperidin-4-yl)-5-(trifluoromethyl)pyrimidin-2-amine